2-(((S)-1-(1H-tetrazol-1-yl)propan-2-yl)oxy)-4-(2-((3-(2-(2-methoxyethoxy)ethoxy)-1-((1r,4r)-4-morpholinocyclohexyl)-1H-pyrazol-4-yl)amino)pyrimidin-5-yl)benzonitrile hydrochloride Cl.N1(N=NN=C1)C[C@H](C)OC1=C(C#N)C=CC(=C1)C=1C=NC(=NC1)NC=1C(=NN(C1)C1CCC(CC1)N1CCOCC1)OCCOCCOC